4-(benzo[b]thiophen-2-yl)-3-methylene-5-(m-tolyl)dihydrofuran-2(3H)-one S1C2=C(C=C1C1C(C(OC1C=1C=C(C=CC1)C)=O)=C)C=CC=C2